C1(CC1)C1=CC(=NN1)NC1=NC(=NC2=CC=CC=C12)N1C2CN(C(C1)CC2)C(=O)OCCCC butyl 5-(4-((5-cyclopropyl-1H-pyrazol-3-yl)amino)quinazolin-2-yl)-2,5-diazabicyclo[2.2.2]octane-2-carboxylate